O=C1S\C(\C(N1)=O)=C\C1=CC=C(OCCNC=2SC(=C(N2)C2=CC=C(C=C2)F)C#N)C=C1 (E)-2-((2-(4-((2,4-dioxothiazolidin-5-ylidene)methyl)phenoxy)ethyl)amino)-4-(4-fluorophenyl)thiazole-5-carbonitrile